hexamethylenediamine carbamate C(N)(O)=O.NCCCCCCN